C1(CC1)C(=O)NC1=NC=C(C(=O)NC([2H])([2H])[2H])C(=C1)NC1=NC=CC2=C1N(CC=1N2N=C(C1)C)C 6-(cyclopropanecarboxamido)-4-((2,5-dimethyl-4,5-dihydropyrazolo[1,5-a]pyrido[3,4-e]pyrazin-6-yl)amino)-N-(methyl-d3)nicotinamide